(1-(4-bromo-5-fluoro-2-nitrophenyl)pyrrolidin-3-yl)(methyl)carbamic acid tert-butyl ester C(C)(C)(C)OC(N(C)C1CN(CC1)C1=C(C=C(C(=C1)F)Br)[N+](=O)[O-])=O